methyl 2-fluoro-4-oxo-4,5-dihydropyrrolo[1,2-a]quinoxaline-7-carboxylate FC=1C=C2N(C3=CC=C(C=C3NC2=O)C(=O)OC)C1